(R)-tert-butyl (1-(3,4-dihydro-2,6-naphthyridin-2(1H)-yl)propan-2-yl)carbamate C1N(CCC2=CN=CC=C12)C[C@@H](C)NC(OC(C)(C)C)=O